2-(3-(1-(fluoro(4-methyl-4H-1,2,4-triazol-3-yl)methyl)cyclopropyl)phenyl)-3-oxo-7-(trifluoromethyl)isoindoline-5-carbaldehyde FC(C1(CC1)C=1C=C(C=CC1)N1CC2=C(C=C(C=C2C1=O)C=O)C(F)(F)F)C1=NN=CN1C